2-chloro-N-(3-cyano-4-fluorophenyl)-6-(4,4-difluoroazepan-1-yl)-3-(trifluoromethyl)benzamide ClC1=C(C(=O)NC2=CC(=C(C=C2)F)C#N)C(=CC=C1C(F)(F)F)N1CCC(CCC1)(F)F